N-(2-(2,6-dioxopiperidin-3-yl)-1-oxoisoindolin-5-yl)-6-fluoroquinoline-2-carboxamide O=C1NC(CCC1N1C(C2=CC=C(C=C2C1)NC(=O)C1=NC2=CC=C(C=C2C=C1)F)=O)=O